C1(=CC=CC=C1)C1CC2(CCCN2C1)CO (2-phenyltetrahydro-1H-pyrrolizin-7a(5H)-yl)methanol